C1(=CC=CC=C1)C=1C(=C2C(=CC1)N=C1C=CC3=C4C=CC=CC4=NC3=C12)C1=CC=CC=C1 (diphenyl)indolocarbazole